CC1=NNC2=C1CNCC2 3-methyl-4,5,6,7-tetrahydro-1H-pyrazolo[4,3-c]pyridine